5'-(4-Amino-3-(dimethylcarbamoyl)-2-fluorophenyl)-4'-chloro-N-(2-hydroxyethyl)-1',2'-dihydrospiro[cyclopentane-1,3'-pyrrolo[2,3-b]pyridine]-3-carboxamide NC1=C(C(=C(C=C1)C=1C(=C2C(=NC1)NCC21CC(CC1)C(=O)NCCO)Cl)F)C(N(C)C)=O